N1(CCC2C1CNCC2)C(=O)OC(C)(C)C tert-butyl 2,3,3a,4,5,6,7,7a-octahydropyrrolo[2,3-c]pyridine-1-carboxylate